2-(2,5-dichlorophenyl)-N-(1-isopropyl-5-oxopyrrolidin-3-yl)acetamide ClC1=C(C=C(C=C1)Cl)CC(=O)NC1CN(C(C1)=O)C(C)C